C1(CC1)N1N=C(N=C1)C=1C(=C(C=CC1)NC1=C2C(=NC(=C1)NC(=O)C1CC1)NC=C2F)OC N-(4-((3-(1-cyclopropyl-1H-1,2,4-triazol-3-yl)-2-methoxyphenyl)amino)-3-fluoro-1H-pyrrolo[2,3-b]pyridin-6-yl)cyclopropanecarboxamide